ClC1=NC=CC(=N1)C=1C=C(C=CC1)S(=O)(=O)NC([C@H](CC(C)C)NC(OC(C)(C)C)=O)=O (S)-tert-butyl (1-(3-(2-chloropyrimidin-4-yl)phenylsulfonamido)-4-methyl-1-oxopentan-2-yl)carbamate